Cl.NCC(=O)NC1[C@H]2CC(C[C@@H]12)(O)C1=C2C=NNC2=CC(=C1)Cl 2-amino-N-((1r,3r,5s,6r)-3-(6-chloro-1H-indazol-4-yl)-3-hydroxybicyclo[3.1.0]hexane-6-yl)acetamide hydrochloride